4-[1-[2-[3,5-bis(difluoromethyl)pyrazol-1-yl]acetyl]-4-piperidinyl]-N-tetrahydronaphthalene-1-ylpyridine-2-carboxamide FC(C1=NN(C(=C1)C(F)F)CC(=O)N1CCC(CC1)C1=CC(=NC=C1)C(=O)NC1CCCC2=CC=CC=C12)F